nitrophenyl-hydroxylamine [N+](=O)([O-])N(O)C1=CC=CC=C1